ClC(C(=O)OC(Cl)(Cl)Cl)(Cl)Cl trichloromethyl 2,2,2-trichloroacetate